gold-cobalt cyanide [Co](C#N)C#N.[Au]